FC=1C=C(C(=O)N[C@@H]2CN(C[C@@H]2F)C(=O)C2(CC2)F)C=CC1 3-fluoro-N-[(3R,4S)-4-fluoro-1-(1-fluorocyclopropanecarbonyl)pyrrolidin-3-yl]benzamide